2-(2-((Bis(4-methoxyphenyl)(phenyl)methoxy)methyl)-6-carbamoyl-3H-imidazo[4,5-b]pyridin-3-yl)ethyl (2-cyanoethyl) diisopropylphosphoramidite C(C)(C)N(P(OCCN1C(=NC=2C1=NC=C(C2)C(N)=O)COC(C2=CC=CC=C2)(C2=CC=C(C=C2)OC)C2=CC=C(C=C2)OC)OCCC#N)C(C)C